Cl.ClC1=C2C3CCC(C2=CC=C1)N3C(C)C 3-Chloro-11-(propan-2-yl)-11-azatricyclo[6.2.1.02,7]undeca-2,4,6-triene hydrochloride